benzyl (S)-4-(7-bromo-2-chloroimidazo[2,1-f][1,2,4]triazin-4-yl)-2-(cyanomethyl)piperazine-1-carboxylate BrC1=CN=C2C(=NC(=NN21)Cl)N2C[C@@H](N(CC2)C(=O)OCC2=CC=CC=C2)CC#N